OCC1(CNC1)C#N 3-(hydroxymethyl)azetidine-3-carbonitrile